Methyl 2-methyl-3-(4,4,5,5-tetramethyl-1,3,2-dioxaborolan-2-yl)benzoate CC1=C(C(=O)OC)C=CC=C1B1OC(C(O1)(C)C)(C)C